CC1=CC=C(C=C1)S(=O)(=O)OCCOCCOCCOCCO 2-[2-(2-{2-[(4-methylbenzenesulfonyl)oxy]ethoxy}ethoxy)ethoxy]ethan-1-ol